CC1=C2C(C=3C4=C(SC3C2=CC(=C1)C)C=CC=C4)=O 1,3-dimethyl-10H-benzo[b]indeno[2,1-d]thiophen-10-one